3,6-Difluoropyridin FC=1C=NC(=CC1)F